(R)-2-((tert-Butoxycarbonyl)amino)-3-(5'-fluoro-2'-hydroxy-[1,1'-biphenyl]-4-yl)propanoic acid methyl ester COC([C@@H](CC1=CC=C(C=C1)C1=C(C=CC(=C1)F)O)NC(=O)OC(C)(C)C)=O